O(CC(C)*)* oxypropylene